2-(acetamidomethyl)-4-{4-[(1R)-1-{[5-(4-fluorophenoxy)pyridin-2-yl]carbamoyl}ethyl]-2,2-dimethylpiperazine-1-carbonyl}pyridin-1-ium-1-olate C(C)(=O)NCC1=[N+](C=CC(=C1)C(=O)N1C(CN(CC1)[C@H](C)C(NC1=NC=C(C=C1)OC1=CC=C(C=C1)F)=O)(C)C)[O-]